(R)-2-((4-fluorophenyl)amino)-2-oxo-1-phenylethyl 3-amino-6-(6-(4-(tert-butoxycarbonyl)piperazin-1-yl)pyridin-3-yl)pyrazine-2-carboxylate NC=1C(=NC(=CN1)C=1C=NC(=CC1)N1CCN(CC1)C(=O)OC(C)(C)C)C(=O)O[C@@H](C(=O)NC1=CC=C(C=C1)F)C1=CC=CC=C1